di-n-propyl (1-n-propylbenzylidene)malonate C(CC)C1(C=C(C(=O)OCCC)C(=O)OCCC)CC=CC=C1